3-(3,4-Dimethoxyphenyl)-2,5-dimethyl-N-[[4-(trifluoromethyl)phenyl]methyl]pyrazolo[1,5-a]pyrimidin-7-amin COC=1C=C(C=CC1OC)C=1C(=NN2C1N=C(C=C2NCC2=CC=C(C=C2)C(F)(F)F)C)C